1-(2-((2-((3-chloro-2-fluorobenzyl)amino)-2-oxoethyl)(pent-2-yl)amino)-2-oxoethyl)-1H-indazole-3-carboxamide ClC=1C(=C(CNC(CN(C(CN2N=C(C3=CC=CC=C23)C(=O)N)=O)C(C)CCC)=O)C=CC1)F